tert-Butyl 3-[(5-cyano-2-pyridyl)amino]azetidine-1-carboxylate C(#N)C=1C=CC(=NC1)NC1CN(C1)C(=O)OC(C)(C)C